ClC1=NC=CC(=C1)C1=NC=CC=N1 (2-chloropyridin-4-yl)pyrimidine